2,6-bis((R)-1-(3,5-dimethylphenyl)ethyl)-4-methylaniline CC=1C=C(C=C(C1)C)[C@@H](C)C1=C(N)C(=CC(=C1)C)[C@H](C)C1=CC(=CC(=C1)C)C